C(CCC)(=O)N[C@@H](CC1=CNC2=CC=CC=C12)CO (S)-3-(2-butyramido-3-hydroxypropyl)-1H-indol